tert-butyl 6-chloro-3-(4,4-difluoroazepan-1-yl)-5-methylpyridazine-4-carboxylate ClC1=C(C(=C(N=N1)N1CCC(CCC1)(F)F)C(=O)OC(C)(C)C)C